ClC=1C=CC(=NC1C#CC1=CC=CC=C1)OC1=C(N=NN1)C(=O)O 5-((5-chloro-6-(phenylethynyl)pyridin-2-yl)oxy)-1H-1,2,3-triazole-4-carboxylic acid